FC(C1=C(C=CC(=C1)C(F)(F)F)[C@H](C)N1N=CC(=C1)NC(=O)C1=NOC(=C1)C1=NC=CC=C1Cl)(F)F (S)-N-(1-(1-(2,4-bis(trifluoromethyl)phenyl)ethyl)-1H-pyrazol-4-yl)-5-(3-chloropyridin-2-yl)isoxazole-3-carboxamide